FC=1C=C(NC2C(NC(CC2)=O)=O)C=CC1N1CCN(CC1)CC1(CCNCC1)F 3-[3-fluoro-4-[4-[(4-fluoro-4-piperidyl)methyl]piperazin-1-yl]anilino]piperidine-2,6-dione